CC1(CC(C2=CC=C(C=C12)NC(OC(C)(C)C)=O)=O)C tert-butyl 3,3-dimethyl-1-oxo-2,3-dihydro-1H-inden-5-ylcarbamate